Z-indole-6-carboxylate N1C=CC2=CC=C(C=C12)C(=O)[O-]